Cl.O[C@@H]1C[C@@H](NC1)CNC(=O)C1=CN(CCS1)C1=C2C(=NC=C1)NC=C2C N-(((2R,4R)-4-hydroxypyrrolidin-2-yl)methyl)-4-(3-methyl-1H-pyrrolo[2,3-b]pyridin-4-yl)-3,4-dihydro-2H-1,4-thiazine-6-carboxamide hydrochloride